FC(C1=NN(C(=C1)N)COCC[Si](C)(C)C)(F)F 3-(trifluoromethyl)-1-((2-(trimethylsilyl)ethoxy)methyl)-1H-pyrazol-5-amine